N1(CCC1)CC1=CSC2=C1N=C(N=C2N2[C@@H](COCC2)C)Cl (R)-4-(7-(azetidin-1-ylmethyl)-2-Chloro-thieno[3,2-d]pyrimidin-4-yl)-3-methylmorpholine